FC1=CS(OCC1)(=O)=O 4-fluoro-5,6-dihydrooxathiine 2,2-dioxide